IC=1C=NN(C1)C1CCC(CC1)(O)C (1s,4s)-4-(4-iodo-1H-pyrazol-1-yl)-1-methylcyclohexanol